(S)-1-phenyl-N-(2,3,6-trifluoro-4-(2-(piperidin-3-ylamino)quinazolin-6-yl)phenyl)methanesulfonamide r-butylcarbamate C(CCC)NC(O)=O.C1(=CC=CC=C1)CS(=O)(=O)NC1=C(C(=C(C=C1F)C=1C=C2C=NC(=NC2=CC1)N[C@@H]1CNCCC1)F)F